methyl 7-cyclopropyl-2-oxo-1,2-dihydroquinoline-3-carboxylate C1(CC1)C1=CC=C2C=C(C(NC2=C1)=O)C(=O)OC